1-[2-{[3-(4-fluorophenyl)-5-methyl-1,2-oxazol-4-yl]methoxy}-7,8-dihydro-1,6-naphthyridin-6(5H)-yl]ethanone FC1=CC=C(C=C1)C1=NOC(=C1COC1=NC=2CCN(CC2C=C1)C(C)=O)C